NC1=NC=CC(=C1)C=1C=C(C=CC1)C=1N=C(SC1)NC(CNC(=O)C=1C=C(C=CC1)C(CNC(OC(C)(C)C)=O)(C)C)=O tert-butyl (2-(3-((2-((4-(3-(2-aminopyridin-4-yl)phenyl)thiazol-2-yl)amino)-2-oxoethyl)carbamoyl)phenyl)-2-methylpropyl)carbamate